O1[C@@H](COCC1)CNC(=O)C1=C(C2=C(CCC3=CN(N=C23)CCN2CCN(CC2)C(=O)OC(C)(C)C)O1)C tert-butyl 4-[2-(7-{[(2R)-1,4-dioxan-2-ylmethyl]carbamoyl}-8-methyl-4,5-dihydro-2H-furo[2,3-g]indazol-2-yl)ethyl]piperazine-1-carboxylate